2-(5-chloro-2-oxo-2,3-dihydro-1H-indol-1-yl)-N-(6-methoxypyridin-3-yl)acetamide ClC=1C=C2CC(N(C2=CC1)CC(=O)NC=1C=NC(=CC1)OC)=O